[Se](=O)([O-])[O-].[Na+].[Se](=O)(O)O.[Na+] Natrium selenit Sodium Selenite